C(CCCCCCCCC)[NH+](CCCCCCCCCC)CCCCCCCCCC tri-n-decyl-ammonium